COC(C1=CC(=C(C=C1)C(NC1=CC=C(C=C1)CCN(CC=1C=C2C=NN(C2=CC1)C)CC=1C=C2C=NN(C2=CC1)C)=O)NC(=O)C=1OC2=CC=CC=C2C(C1)=O)=O.ClC1=C(C(=C(C(=C1C#C)Cl)C#C)Cl)C#C 1,3,5-trichlorotriethynyl-benzene Methyl-4-((4-(2-(bis((1-methyl-1H-indazol-5-yl)methyl)amino)ethyl)phenyl)carbamoyl)-3-(4-oxo-4H-chromene-2-carboxamido)benzoate